5-Chloro-2-[[(1R)-1-[2-(3,4-difluorophenyl)-3,6-dimethyl-4-oxo-chromen-8-yl]ethyl]amino]benzoic acid ClC=1C=CC(=C(C(=O)O)C1)N[C@H](C)C=1C=C(C=C2C(C(=C(OC12)C1=CC(=C(C=C1)F)F)C)=O)C